4-allyl-5-(phenoxymethyl)-4H-1,2,4-triazole-3-thiol C(C=C)N1C(=NN=C1COC1=CC=CC=C1)S